NC1=C(C=C(C=C1)C1=CC=C(C=C1)F)NC(=O)C=1C=CC2=C(C=C(O2)S(=O)(=O)C)C1 N-[2-amino-5-(4-fluorophenyl)phenyl]-2-(methylsulfonyl)benzofuran-5-carboxamide